C1=CC(=CC=C1)C=1C=CC=CC1 (R) or (S)-3,3-biphenyl